tert-butyl (S)-4-(6-(7-isopropoxy-2-methylimidazo[1,2-a]pyridine-6-carboxamido)pyridazin-3-yl)-2-methylpiperazine-1-carboxylate C(C)(C)OC1=CC=2N(C=C1C(=O)NC1=CC=C(N=N1)N1C[C@@H](N(CC1)C(=O)OC(C)(C)C)C)C=C(N2)C